ClC=1C=CC2=C(N(CC(O2)C(=O)NC23CC(C2)(C3)NC(COC3=CC(=C(C=C3)Cl)F)=O)C)C1 6-chloro-N-{3-[2-(4-chloro-3-fluorophenoxy)acetamido]bicyclo[1.1.1]pent-1-yl}-4-methyl-3,4-dihydro-2H-1,4-benzoxazine-2-carboxamide